4-[4-[(2S,5S)-5-[4-[[(E)-3-carboxyprop-2-enoyl]amino]butyl]-3,6-dioxopiperazin-2-yl]butylamino]-4-oxobut-2-enoic acid C(=O)(O)/C=C/C(=O)NCCCC[C@@H]1NC([C@@H](NC1=O)CCCCNC(C=CC(=O)O)=O)=O